4-(5-fluoro-6-methylpyrimidin-4-yl)piperazine-1-carboxylic acid tert-butyl ester C(C)(C)(C)OC(=O)N1CCN(CC1)C1=NC=NC(=C1F)C